OC1CC(CC(C12CC=CC2)=O)C2=CC=CC=C2 (+)-10-Hydroxy-8-phenylspiro[4.5]dec-2-en-6-one